methyl 3-chloro-6-((4-fluoro-2-iso-propylphenyl)-amino)-2-methylbenzoate ClC=1C(=C(C(=O)OC)C(=CC1)NC1=C(C=C(C=C1)F)C(C)C)C